C[C@H]1N(C[C@H](NC1)C)CC1=CC=C(C=C1)NC1=NC=CC(=N1)NC1=NC(=NC=C1)C1=NC(=CC=C1)C N2-[4-[[(2R,5R)-2,5-dimethylpiperazin-1-yl]methyl]phenyl]-N4-[2-(6-methyl-2-pyridyl)pyrimidin-4-yl]pyrimidine-2,4-diamine